FC(OC=1C=C(C=C(C1C(N[C@H]1[C@H](C1)F)=O)OC)C=1C=NN2C1C=CC(=C2)C2(CCC2)NC(OC)=O)F methyl N-[1-[3-[3-(difluoromethoxy)-4-[[(1R,2S)-2-fluorocyclopropyl]carbamoyl]-5-methoxy-phenyl]pyrazolo[1,5-a]pyridin-6-yl]cyclobutyl]carbamate